C1=CC2=C(C=CC=N2)C(=C1)[N+](=O)[O-] cholesterylpalmitate